2,5-bis((1,1,3,3-tetramethylbutyl)dithio)-1,3,4-thiadiazole CC(CC(C)(C)C)(C)SSC=1SC(=NN1)SSC(CC(C)(C)C)(C)C